(S)-1-(4-((4-(3-chloro-4-(2-chloro-3-((3-fluoro-4-(((2-hydroxypropyl)amino)methyl)pyridin-2-yl)amino)phenyl)pyridin-2-yl)-2-methoxybenzyl)amino)piperidin-1-yl)ethan-1-one ClC=1C(=NC=CC1C1=C(C(=CC=C1)NC1=NC=CC(=C1F)CNC[C@H](C)O)Cl)C1=CC(=C(CNC2CCN(CC2)C(C)=O)C=C1)OC